2-(5-Chloro-6-fluoro-4-(methoxymethoxy)naphthalen-2-yl)-4,4,5,5-tetramethyl-1,3,2-dioxaborolane ClC1=C2C(=CC(=CC2=CC=C1F)B1OC(C(O1)(C)C)(C)C)OCOC